ClC=1C=C(C=CC1)CCO 2-(3-chlorophenyl)ethane-1-ol